2-({6-[(1,3-benzothiazol-2-yl)amino]-5-methylpyridazin-3-yl}(methyl)amino)-5-(1-methylpiperidin-4-yl)-1,3-thiazole-4-carboxylic acid S1C(=NC2=C1C=CC=C2)NC2=C(C=C(N=N2)N(C=2SC(=C(N2)C(=O)O)C2CCN(CC2)C)C)C